2-((S)-1-(4-(6-((7-fluoroquinoline-4-yl)methoxy)pyridin-2-yl)piperidin-1-yl)ethyl)-3-(((S)-oxetan-2-yl)methyl)-3H-Imidazo[4,5-b]pyridine-5-carboxylic acid FC1=CC=C2C(=CC=NC2=C1)COC1=CC=CC(=N1)C1CCN(CC1)[C@@H](C)C1=NC=2C(=NC(=CC2)C(=O)O)N1C[C@H]1OCC1